4-(6-((5-(3-(3-amino-benzyl)-2-oxoimidazolidin-1-yl)pyridin-3-yl)amino)pyridin-3-yl)-N,N-dimethyl-benzamide NC=1C=C(CN2C(N(CC2)C=2C=C(C=NC2)NC2=CC=C(C=N2)C2=CC=C(C(=O)N(C)C)C=C2)=O)C=CC1